(2-(3-((1s,3s)-3-Methyl-1-(4-methyl-4H-1,2,4-triazol-3-yl)cyclobutyl)phenyl)-7-(trifluoromethyl)benzo[d]oxazol-5-yl)methanol CC1CC(C1)(C1=NN=CN1C)C=1C=C(C=CC1)C=1OC2=C(N1)C=C(C=C2C(F)(F)F)CO